2-Isopropyl-4-(trifluoro-methyl)pyridin-3-amine C(C)(C)C1=NC=CC(=C1N)C(F)(F)F